N,N-dimethyl-6-(((2-methyl-1,2,3,4-tetrahydroisoquinolin-3-yl)methyl)amino)nicotinamide CN(C(C1=CN=C(C=C1)NCC1N(CC2=CC=CC=C2C1)C)=O)C